NC1=NC=2C3=C(C(CC2C=N1)(C)C)C(=NN3)C(=O)NC=3SC(=C(N3)C)C(=O)N3CCC(CC3)N3CCCCC3 8-amino-N-[5-(1,4'-bipiperidin-1'-ylcarbonyl)-4-methyl-1,3-thiazol-2-yl]-4,4-dimethyl-4,5-dihydro-1H-pyrazolo[4,3-H]quinazoline-3-carboxamide